O=C1N(CC2=C(C=CC=C12)NCCCCCCCN1CCCCC1)C1C(NC(CC1)=O)=O 3-(1-oxo-4-((7-(piperidin-1-yl)heptyl)amino)isoindolin-2-yl)piperidine-2,6-dione